N-[2-fluoro-4-(pyrazol-1-yl)phenyl]-2-(1-methylpiperidin-4-ylsulfonyl)-1,6-naphthyridin-7-amine FC1=C(C=CC(=C1)N1N=CC=C1)NC1=NC=C2C=CC(=NC2=C1)S(=O)(=O)C1CCN(CC1)C